OC[C@]1(N2[C@H](C[C@H](C1=O)CC2)C)COC (1S,2S,4R,6S)-2-hydroxymethyl-2-methoxymethyl-6-methyl-quinuclidin-3-one